CC1(CC(/C=C/C(=O)NCCC2=CNC3=CC=CC=C23)=CC=C1OC)O N-trans-3,4-O-dimethylcaffeoyl-tryptamine